3-trifluoromethyl-4,4,4-trifluorobutyl-ethylene glycol ethyl-2'-[(pyridin-2-yl)methyl]-8'-(trifluoromethyl)-2',5'-dihydrospiro[cyclobutane-1,4'-furo[2,3-g]indazole]-7'-carboxylate C(C)C=1N(N=C2C3=C(CC4(C12)CCC4)OC(=C3C(F)(F)F)C(=O)O)CC3=NC=CC=C3.FC(C(CCC(CO)O)C(F)(F)F)(F)F